COC(C=CC=1C=CC(=NC1)N1CCN(CC1)C(=O)[O-])=O 4-(5-(3-methoxy-3-oxoprop-1-en-1-yl)pyridin-2-yl)piperazine-1-carboxylate